[C@@H]1([C@H](O)[C@H](O)[C@H](O1)CO)C=1C=C(C#N)C=CC1 3-(β-D-ribofuranosyl)benzonitrile